CN(CCNC(O[C@H]1CC[C@@]2([C@H]3CC[C@@]4([C@H](CC[C@H]4[C@@H]3CC=C2C1)[C@H](C)CCCC(C)C)C)C)=O)C [(3S,8S,9S,10R,13R,14S,17R)-10,13-dimethyl-17-[(2R)-6-methylheptan-2-yl]-2,3,4,7,8,9,11,12,14,15,16,17-dodecahydro-1H-cyclopenta[a]phenanthren-3-yl] N-[2-(dimethylamino)ethyl]carbamate